NC1=C2C(=NC=C1C1=CC=3N(C=C1)N=C(C3)NC(=O)[C@H]3[C@H](C3)F)NC=C2 (1S,2S)-N-(5-(4-amino-1H-pyrrolo[2,3-b]pyridin-5-yl)pyrazolo[1,5-a]pyridin-2-yl)-2-fluorocyclopropane-1-carboxamide